ethyl (2-(3-(1-(2-(tert-butoxy)-2-oxoethyl)-5-(pentan-3-ylcarbamoyl)-1H-pyrazol-3-yl)phenyl)oxazole-5-carbonyl)-L-valinate C(C)(C)(C)OC(CN1N=C(C=C1C(NC(CC)CC)=O)C=1C=C(C=CC1)C=1OC(=CN1)C(=O)N[C@@H](C(C)C)C(=O)OCC)=O